6-((6-cyclopropylpyridin-3-yl)methoxy)-5-ethoxypyridin-3-ol C1(CC1)C1=CC=C(C=N1)COC1=C(C=C(C=N1)O)OCC